2-chloro-N-methyl-N-(4-(4-(trifluoromethyl)phenoxy)phenyl)-acetamide ClCC(=O)N(C1=CC=C(C=C1)OC1=CC=C(C=C1)C(F)(F)F)C